[(2R,5S)-4-benzyl-5-(4-fluorophenyl)-2-methyl-piperazin-1-yl]-[1-(trifluoromethyl)cyclopropyl]methanone C(C1=CC=CC=C1)N1C[C@H](N(C[C@@H]1C1=CC=C(C=C1)F)C(=O)C1(CC1)C(F)(F)F)C